The molecule is the sodium salt of rigosertib. It is an anti-cancer agent which has been granted Orphan Drug Designation by the FDA for use in patients with myelodysplastic syndromes (MDS). It has a role as a microtubule-destabilising agent, an antineoplastic agent, an EC 2.7.11.21 (polo kinase) inhibitor and an apoptosis inducer. It contains a rigosertib(1-). COC1=C(C=C(C=C1)CS(=O)(=O)/C=C/C2=C(C=C(C=C2OC)OC)OC)NCC(=O)[O-].[Na+]